C(C)(C)OC(=O)N1CCN(CC1)C1=NC=2N(C=C1)N=CC2C2=C(C=C(C(=C2)F)C)OC 4-(3-(5-fluoro-2-methoxy-4-methylphenyl)pyrazolo[1,5-a]pyrimidin-5-yl)piperazine-1-carboxylic acid isopropyl ester